F[C@@H]1C[C@H]2[C@H]3CN([C@@H]([C@H]3[C@@H]1C2)C(=O)OC)C(=O)OC(C)(C)C 4-tert-butyl 3-methyl (1S,2R,3S,6R,7S,9R)-9-fluoro-4-azatricyclo[5.2.1.0^{2,6}]decane-3,4-dicarboxylate